N-[4-fluoro-5-(2-morpholin-4-ylpyrimidin-5-yl)-2-[rac-(3R)-3,4-dimethylpiperazin-1-yl]phenyl]-1-methylindazole-3-carboxamide FC1=CC(=C(C=C1C=1C=NC(=NC1)N1CCOCC1)NC(=O)C1=NN(C2=CC=CC=C12)C)N1C[C@H](N(CC1)C)C |r|